C1(CCC1)CN1N=CC(=C1)S(=O)(=O)NC(NC1=C2CCCC2=CC(=C1C1=CC=2N(C=C1)N=CC2)C)=O 1-(cyclobutylmethyl)-N-((6-methyl-5-(pyrazolo[1,5-a]pyridin-5-yl)-2,3-dihydro-1H-inden-4-yl)carbamoyl)-1H-pyrazole-4-sulfonamide